[N+](=O)([O-])C=1C=C(C=CC1)[I+]C1=CC=CC=C1 (3-nitrophenyl)phenyliodonium